FC1(CCC(CC1)NC=1N=CC2=C(N1)NC=C2C=2C=CC=1N(N2)C=CN1)F N-(4,4-difluorocyclohexyl)-5-(imidazo[1,2-b]pyridazin-6-yl)-7H-pyrrolo[2,3-d]pyrimidin-2-amine